ClC1=C(C(C(=O)NC2=C(C=C(C=C2)C(C(F)(F)F)(C(F)(F)F)F)C)=CC=C1)C(=O)N[C@H](CS(=O)(=O)C)C (S)-3-Chloro-N1-{2-methyl-4-[1,2,2,2-tetrafluoro-1-(tri-fluoromethyl)ethyl]phenyl}-N2-(1-methyl-2-methylsulfonylethyl)phthalamid